((((R)-5-((S)-2-carboxy-2-((R)-pyrrolidin-3-yl)ethyl)-2,3-dihydrobenzofuran-3-yl)azepinediyl)bis(methylene))bis(4-methoxy-3,1-phenylene)bis(2-((R)-pyrrolidin-3-yl)propanoic acid) C(=O)(O)[C@@H](CC=1C=CC2=C([C@H](CO2)C=2C(=C(NC=CC2)CC=2C=C(C=CC2OC)C(C(=O)O)(C)[C@@H]2CNCC2)CC=2C=C(C=CC2OC)C(C(=O)O)(C)[C@@H]2CNCC2)C1)[C@@H]1CNCC1